6-[5-(2-Azidoethyl)-2-oxo-1,3-oxazol-3-yl]-4-(2-trimethylsilylethoxymethyl)pyrazino[2,3-b][1,4]oxazin-3-one N(=[N+]=[N-])CCC1=CN(C(O1)=O)C1=NC2=C(OCC(N2COCC[Si](C)(C)C)=O)N=C1